butanedithiol dimercaptoacetate SC(C(=O)O)S.C(CCC)(S)S